The molecule is an aromatic ketone that is 1-(4-isopropylphenyl)-3-methyl-1-butanone in which one of the methylene hydrogens adjacent to the keto group has been replaced by a chloro group. It is an alpha-chloroketone and an aromatic ketone. CC(C)C1=CC=C(C=C1)C(=O)C(C(C)C)Cl